tert-butyl-(((2S)-2-((3E,7E)-10-(3,3-Dimethyloxiran-2-yl)-4,8-Dimethyldecane-3,7-dien-1-yl)-2,5,7,8-Tetramethylchroman-6-yl)oxy)dimethylsilane C(C)(C)(C)[Si](C)(C)OC=1C(=C2CC[C@](OC2=C(C1C)C)(C)CC\C=C(\CC\C=C(\CCC1OC1(C)C)/C)/C)C